6-[(5R)-5-[2-[(4-fluoro-3-methyl-6,7-dihydro-5H-cyclopenta[c]pyridin-6-yl)methylamino]ethyl]-2-oxo-1,3-oxazolidin-3-yl]-4H-pyrazino[2,3-b][1,4]oxazin-3-one FC=1C2=C(C=NC1C)CC(C2)CNCC[C@@H]2CN(C(O2)=O)C2=NC1=C(OCC(N1)=O)N=C2